SCSC(SCS)C(SCSC(C(SCS)SCS)SCS)SCS 3,4,8,9-tetra(mercaptomethylthio)-1,11-dimercapto-2,5,7,10-tetrathiaundecane